2-[[2-[4-cyclopropyl-6-(trideuteriomethoxy)pyrimidin-5-yl]pyrrolo[3,2-d]pyrimidin-5-yl]methoxy]ethyl-trimethyl-silane C1(CC1)C1=NC=NC(=C1C=1N=CC2=C(N1)C=CN2COCC[Si](C)(C)C)OC([2H])([2H])[2H]